C(C)(C)(C)N(C(=O)OC(C)(C)C1OCC(CC1)C1=NC(=C2N1C=CN=C2N)C2=CC=C1C=CC(=NC1=C2)C2=CC=CC=C2)[C@H](C(CI)=O)CCC(C(F)(F)F)(C)C 2-(5-(8-amino-1-(2-phenylquinolin-7-yl)imidazo[1,5-A]pyrazin-3-yl)tetrahydropyran-2-yl)propan-2-ol tert-butyl-(S)-(7,7,7-trifluoro-1-iodo-6,6-dimethyl-2-oxoheptan-3-yl)carbamate